N1=CSC=2C(=NC=CC21)C=O (thiazolo[5,4-c]pyridin-4-yl)methanone